3-(dimethylamino)-N-(4-(3-(4-fluorophenyl)-1-methyl-1H-pyrazol-4-yl)-7-methoxypyrido[3,2-d]pyrimidin-6-yl)bicyclo[1.1.1]pentane-1-carboxamide CN(C12CC(C1)(C2)C(=O)NC=2C(=CC=1N=CN=C(C1N2)C=2C(=NN(C2)C)C2=CC=C(C=C2)F)OC)C